C1(CC1)CN(C)CC1=C(C#N)C(=CC=C1)F 2-(((cyclopropylmethyl)(methyl)amino)methyl)-6-fluorobenzonitrile